7-bromo-3-iodo-1H-pyrazolo[4,3-c]Pyridine BrC=1C2=C(C=NC1)C(=NN2)I